C(C)OC(C(C(=O)C)=CC1=CC(=CC=C1)[N+](=O)[O-])=O 2-(3-nitrobenzylidene)-acetoacetic acid ethyl ester